NC1=CC=C(C=C1)N1CCC(CC1)NC(C(F)(F)F)=O N-[1-(4-aminophenyl)-4-piperidyl]-2,2,2-trifluoro-acetamide